ethylene glycol (2,2'-bifuran)-5,5'-dicarboxylate O1C(=CC=C1C(=O)O)C=1OC(=CC1)C(=O)O.C(CO)O